ethyl 5-chloro-2-[(2S)-2-(trifluoromethylsulfonylamino)propoxy]pyridine-4-carboxylate ClC=1C(=CC(=NC1)OC[C@H](C)NS(=O)(=O)C(F)(F)F)C(=O)OCC